The molecule is one of four possible geometric isomers of sorbic acid, having trans- and cis-double bonds at positions 2 and 4 respectively. C/C=C\\C=C\\C(=O)O